1-(6-(3,5-dichloro-4-hydroxyphenyl)-4-((4-(2-(dimethylamino)ethyl)phenyl)amino)-1,5-naphthyridin-3-yl)ethanone ClC=1C=C(C=C(C1O)Cl)C=1N=C2C(=C(C=NC2=CC1)C(C)=O)NC1=CC=C(C=C1)CCN(C)C